CN1C[C@@H]2C3=C4N(C[C@@H]2CC1)CCC4=CC=C3 |o1:3,8| rel-(7aR,11aS)-4,5,7a,8,9,10,11,11a-Octahydro-10-methyl-7H-indolo[1,7-bc][2,6]naphthyridine